CN1C=C(C2=CC=C(C=C12)NC(C=C)=O)C1=NC(=NC=C1C)NC1=CC=C(C=C1)N1CCOCC1 N-[1-Methyl-3-[5-methyl-2-(4-morpholinoanilino)pyrimidin-4-yl]indol-6-yl]prop-2-enamide